4-(piperidin-4-yl)-1H-benzo[d]imidazole N1CCC(CC1)C1=CC=CC=2NC=NC21